(4-methyl phenyl) borate B(OC1=CC=C(C=C1)C)([O-])[O-]